1-(2-((3-phenylpropyl)amino)-7,8-dihydropyrido[4,3-d]pyrimidin-6(5H)yl)pentan-1-one C1(=CC=CC=C1)CCCNC=1N=CC2=C(N1)CCN(C2)C(CCCC)=O